2-(5-amino-2-methylphenyl)-5-chloro-N4-(1-methyl-1H-pyrazol-4-yl)pyrimidine-2,4-diamine NC=1C=CC(=C(C1)C1(NC=C(C(=N1)NC=1C=NN(C1)C)Cl)N)C